CC1=CC=C(C=C1)N(S(=O)(=O)C1=CC=C(C=C1)C)C=C=C N-(4-methyl-phenyl)-4-methyl-N-allenylbenzenesulfonamide